C(#N)C1=C(C=CC(=C1)C(F)(F)F)N1CCC(CC1)(C(=O)NCCN(C)C)C=1C=CC(=NC1)C=1C(=NC=CC1)OCC 1-[2-cyano-4-(trifluoromethyl)phenyl]-N-[2-(dimethylamino)ethyl]-4-{2'-ethoxy-[2,3'-bipyridine]-5-yl}piperidine-4-carboxamide